C(C=CC1=CC=CC=C1)(=O)OC1CCCCC1 CYCLOHEXYL CINNAMATE